N-(4-(chlorodifluoromethoxy)phenyl)-1-(methylsulfonyl)-7-(1-(tetrahydro-2H-pyran-2-yl)-1H-pyrazol-5-yl)indoline-5-carboxamide ClC(OC1=CC=C(C=C1)NC(=O)C=1C=C2CCN(C2=C(C1)C1=CC=NN1C1OCCCC1)S(=O)(=O)C)(F)F